2-methacrylamido-2-methyl-1-propanesulfonic acid C(C(=C)C)(=O)NC(CS(=O)(=O)O)(C)C